CC=1C=C(C=NC1)C1=NSC(=N1)N 3-(5-methylpyridin-3-yl)-1,2,4-thiadiazol-5-amine